2-(2,6-diisopropylanilino)-1,3,4-trifluoroanthraquinone C(C)(C)C1=C(NC2=C(C=3C(C4=CC=CC=C4C(C3C(=C2F)F)=O)=O)F)C(=CC=C1)C(C)C